9H-fluorene-1-amine C1(=CC=CC=2C3=CC=CC=C3CC12)N